ClC1=CC=C(CN2CCN(CC2)CC=2C=C(C=CC2C(F)(F)F)N2CCN(CCC2)C)C=C1 1-(3-((4-(4-chlorobenzyl)piperazin-1-yl)methyl)-4-(trifluoromethyl)phenyl)-4-methyl-1,4-diazepan